1-[5-(2,4-dioxo-1,3-diazinan-1-yl)pyridin-2-yl]piperidine-4-carbaldehyde O=C1N(CCC(N1)=O)C=1C=CC(=NC1)N1CCC(CC1)C=O